Thiainphenone S1C(C=CC=C1)C(=O)C1=CC=CC=C1